BrC1=CC(=C2C(=NN(C2=C1)C)NC(C(F)(F)F)=O)[N+](=O)[O-] N-(6-bromo-1-methyl-4-nitro-1H-indazol-3-yl)-2,2,2-trifluoroacetamide